(2E,4E)-Hexa-2,4-dienedioic acid C(\C=C\C=C\C(=O)O)(=O)O